OC1=C(C=CC=C1)C(C(N)C1=C(C=CC=C1)O)N 1,2-bis(2-hydroxyphenyl)ethylenediamine